C1(CC1)C1=CC2=C(N(C(=N2)CN(C(OCC2=CC=CC=C2)=O)C)COCC[Si](C)(C)C)C(=C1)N1C(N(C(C1)=O)C)=O benzyl ((5-cyclopropyl-7-(3-methyl-2,4-dioxoimidazolidin-1-yl)-1-((2-(trimethylsilyl)ethoxy)methyl)-1H-benzo[d]imidazol-2-yl)methyl)(methyl)carbamate